C(=O)(OC(C)(C)C)N1[C@H](CCC1=O)C(=O)OCC ethyl Boc-D-pyroglutamate